(cyclopropylmethyl)-N-[2-(4-{[(2R,6S)-2,6-dimethylmorpholin-4-yl]methyl}piperidin-1-yl)phenyl]-1H-pyrazole-4-sulfonamide C1(CC1)CN1N=CC(=C1)S(=O)(=O)NC1=C(C=CC=C1)N1CCC(CC1)CN1C[C@H](O[C@H](C1)C)C